C(#N)N1C[C@@H]2N(CC[C@@H]2C1)C(=O)NC1=C(C=C(C=C1)C1=CC(=NC=C1)C)F (3aR,6aR)-5-cyano-N-(2-fluoro-4-(2-methylpyridin-4-yl)phenyl)hexahydropyrrolo[3,4-b]pyrrole-1(2H)-carboxamide